ClC1=CC(=C(C=C1F)C1CCNCC1)F 4-(4-chloro-2,5-difluorophenyl)piperidine